COC1=CC=C(CN(C2=NC(=NC=3N2N=CC3C3=CN=CS3)N3CCOCC3)CC3=CC=C(C=C3)OC)C=C1 N,N-bis(4-methoxybenzyl)-2-(morpholin-4-yl)-8-(1,3-thiazol-5-yl)pyrazolo[1,5-a][1,3,5]triazin-4-amine